O=C1N(C(C2=CC=CC=C12)=O)O[C@H](C(=O)OC(C)(C)C)COC1=CC=C(C=C1)C=1C=NN(C1)CCN1CCOCC1 tert-butyl (S)-2-((1,3-dioxoisoindolin-2-yl)oxy)-3-(4-(1-(2-morpholinoethyl)-1H-pyrazol-4-yl)phenoxy)propanoate